BrC=1N=C(N(C1Br)CC)C 4,5-dibromo-1-ethyl-2-methyl-1H-imidazole